Methyl 1-(4-((16,16-dimethyl-14-oxo-3,6,9,12,15-pentaoxaheptadecyl)oxy)benzyl)-1H-indole-6-carboxylate CC(OC(COCCOCCOCCOCCOC1=CC=C(CN2C=CC3=CC=C(C=C23)C(=O)OC)C=C1)=O)(C)C